tert-Butyl 3-(5-bromo-6-methylpyridin-2-yl)-1H-1,2,4-triazole-1-carboxylate BrC=1C=CC(=NC1C)C1=NN(C=N1)C(=O)OC(C)(C)C